OC(C)(C)C1=C(C=C(C=C1)CC#N)C1=CC2=C(NC(=N2)C)C=C1 2-(4-(2-hydroxypropan-2-yl)-3-(2-methyl-1H-benzimidazol-5-yl)phenyl)acetonitrile